O1C=NC(=C1)C(=O)OC Methyl 4-oxazolecarboxylate